CCCCCCCCCCCCCCCCCCCC(=O)O[C@H](COC(=O)CCCCCCCCC/C=C\C/C=C\CCCCC)COP(=O)(O)OC[C@H](CO)O 1-(11Z,14Z-eicosadienoyl)-2-eicosanoyl-glycero-3-phospho-(1'-sn-glycerol)